4-(1-propionyl-1H-indazol-5-yl)benzoic acid C(CC)(=O)N1N=CC2=CC(=CC=C12)C1=CC=C(C(=O)O)C=C1